C(C)(C)(C)C=1C=C(C=C(C1O)C(C)(C)C)CCC(=O)NCCCCCCNC(CCC1=CC(=C(C(=C1)C(C)(C)C)O)C(C)(C)C)=O N,N'-bis-(3-(3,5-di-tert-butyl-4-hydroxyphenyl)propionyl)hexamethylenediamine